N-(3-{5-formyl-6'-[(3S)-3-methoxyoxolan-3-yl]-[2,4'-bipyridin]-2'-yl}-1-methylpyrrolo[2,3-c]pyridin-5-yl)acetamide C(=O)C=1C=CC(=NC1)C1=CC(=NC(=C1)[C@@]1(COCC1)OC)C1=CN(C2=CN=C(C=C21)NC(C)=O)C